C(C=CCCCCCCCC)=O undec-2-enal